O=C1C2(C=3C(=NC=CC3)N1)CC1=C(N=CS1)CC2 2'-Oxo-1',2',4,7-tetrahydro-5H-spiro[benzo[d]thiazole-6,3'-pyrrolo[2,3-b]pyridine]